[Si](C)(C)(C(C)(C)C)OC=1C(=C(C(=CC1)C)NC(=O)C1=CN=C(S1)NC1=NN(C=C1C)CC(=O)O)C 2-[3-[[5-[[3-[tert-butyl(dimethyl)silyl]oxy-2,6-dimethyl-phenyl]carbamoyl]thiazol-2-yl]amino]-4-methyl-pyrazol-1-yl]acetic acid